3-(2-(1-chloropropoxy)-2,2-diphenylacetoxy)spiro[bicyclo[3.2.1]octane-8,1'-pyrrolidin]-1'-ium chloride [Cl-].ClC(CC)OC(C(=O)OC1CC2CCC(C1)[N+]21CCCC1)(C1=CC=CC=C1)C1=CC=CC=C1